N-((1-((3-((2,6-dimethoxyphenyl)sulfonamido)-4-methoxybenzo[d]isoxazol-6-yl)methyl)-1H-pyrazol-4-yl)methyl)propiolamide COC1=C(C(=CC=C1)OC)S(=O)(=O)NC1=NOC2=C1C(=CC(=C2)CN2N=CC(=C2)CNC(C#C)=O)OC